bis(2,4-di-tertiary butyl-phenyl)pentaerythritol bisphosphite P(O)(O)O.P(O)(O)O.C(C)(C)(C)C1=C(C=CC(=C1)C(C)(C)C)C(O)(C(CO)(CO)CO)C1=C(C=C(C=C1)C(C)(C)C)C(C)(C)C